(Z)-methyl 3-(((4-(N-methyl-2-(4-methylpiperazin-1-yl) acetamido) phenyl) amino) (phenyl) methylene)-2-oxo-2,3-dihydro-1H-pyrrolo[3,2-c]pyridine-6-carboxylate CN(C(CN1CCN(CC1)C)=O)C1=CC=C(C=C1)N\C(=C\1/C(NC2=C1C=NC(=C2)C(=O)OC)=O)\C2=CC=CC=C2